2-methyl-5-phenyl-2-((phenylseleno)methyl)-3,4-dihydro-2H-pyrrole CC1(N=C(CC1)C1=CC=CC=C1)C[Se]C1=CC=CC=C1